5-ethoxy-N-(5-methyl-1H-pyrazol-3-yl)-2-(methylthio)-6-(piperidin-1-yl)pyrimidin C(C)OC=1C=NC(N(C1N1CCCCC1)C1=NNC(=C1)C)SC